3-(6-(4-((4-(6-(3-methyl-1H-1,2,4-triazol-1-yl)pyridin-2-yl)piperazin-1-yl)methyl)benzyl)-2-oxobenzo[cd]indol-1(2H)-yl)piperidine-2,6-dione CC1=NN(C=N1)C1=CC=CC(=N1)N1CCN(CC1)CC1=CC=C(CC=2C=3C4=C(C(N(C4=CC2)C2C(NC(CC2)=O)=O)=O)C=CC3)C=C1